C(C)(C)(C)OC(=O)N1CCC(CC1)CC1CCN(CC1)CC1CN(C1)C=1C=C2CN(C(C2=CC1)=O)C1C(NC(CC1)=O)=O.N(=C=O)C[C@@H]1CC[C@H](CC1)CN=C=O trans-1,4-bis(isocyanatomethyl)cyclohexane tert-butyl-4-[[1-[[1-[2-(2,6-dioxo-3-piperidyl)-1-oxo-isoindolin-5-yl]azetidin-3-yl]methyl]-4-piperidyl]methyl]piperidine-1-carboxylate